C(CC(=O)C)(=O)NCCON1CN=CN(C1Cl)OCCNC(CC(=O)C)=O 3,5-bis[acetoacetamidoethoxy]monochloro-s-triazine